CN1C=NC2=C1C=CC=C2C=2CCCCN2 1-methyl-4-(2,3,4,5-tetrahydropyridin-6-yl)Benzimidazole